monostearyl-trimethyl-ammonium C(CCCCCCCCCCCCCCCCC)[N+](C)(C)C